NC=1N(C=2C(=C3C=CC=NC3=CC2C)N1)C 2-Amino-3,4-dimethylimidazo[4,5-f]quinoline